O=[Mn+3] oxomanganese(V)